5-[(3aR,7aR)-1-methyl-3,4,5,6,7,7a-hexahydro-2H-indol-3a-yl]-1,3-dimethyl-pyrazolo[3,4-b]pyridine CN1CC[C@]2(CCCC[C@@H]12)C=1C=C2C(=NC1)N(N=C2C)C